[Si](O)(O)([O-])[O-] dihydrogenorthosilicate